(R)-N-(2,2-difluoroethyl)-6-(2-((1,1,1-trifluoropropan-2-yl)amino)-7H-pyrrolo[2,3-d]pyrimidin-5-yl)imidazo[1,2-a]pyridine-3-carboxamide FC(CNC(=O)C1=CN=C2N1C=C(C=C2)C2=CNC=1N=C(N=CC12)N[C@@H](C(F)(F)F)C)F